C(C1=CC=CC=C1)N(C([O-])=O)C12COC(C1)(C2)CO.O2C=1C(OCC2COCCC(S(=O)(=O)O)C)=CSC1.[Na+] sodium 3-[(2,3-dihydrothieno[3,4-b]-[1,4]dioxin-2-yl) methoxy]-1-methyl-1-propanesulfonate benzyl-(1-(hydroxymethyl)-2-oxabicyclo[2.1.1]hexan-4-yl)carbamate